SC1=CC=C(C=C1)OC1=CC=C(C=C1)S bis-(4-mercapto-phenyl)oxide